(3S,4S)-1-cyclopentyl-4-{[5-(2,4,6-trifluoro-phenyl)-isoxazole-3-carbonyl]-amino}-piperidine-3-carboxylic acid (1-pyrimidin-2-yl-cyclopropyl)-amide N1=C(N=CC=C1)C1(CC1)NC(=O)[C@H]1CN(CC[C@@H]1NC(=O)C1=NOC(=C1)C1=C(C=C(C=C1F)F)F)C1CCCC1